C(C=1C(C(=O)O)=CC(C(=O)O)=CC1)(=O)O.C(C=1C(C(=O)O)=CC(C(=O)O)=CC1)(=O)O.C(CO)O ethylene glycol bis-trimellitate